methyl 2-((4-(3-(4-chloro-2-fluorophenyl)-4-carbonylchroman-5-yl) piperidin-1-yl) methyl)-1-(((S)-oxetan-2-yl) methyl)-1H-benzo[d]imidazole-6-carboxylate ClC1=CC(=C(C=C1)C1COC2=CC=CC(=C2C1=C=O)C1CCN(CC1)CC1=NC2=C(N1C[C@H]1OCC1)C=C(C=C2)C(=O)OC)F